FC1(CN(CCC1OC)C1=NC=CC(=N1)N)C (3-fluoro-4-methoxy-3-methylpiperidin-1-yl)pyrimidin-4-amine